6-(hydroxymethyl)-N-(2-methoxyethyl)-N-methylpyridineamide OCC1=CC=CC(=N1)C(=O)N(C)CCOC